N,N,N'-Trimethyl-1,3-propanediamine CN(CCCNC)C